(2S)-2-[[(tert-butoxy)carbonyl]amino]-3,3-dimethylbutanoic acid C(C)(C)(C)OC(=O)N[C@H](C(=O)O)C(C)(C)C